(S)-Methyl 2-(1-benzyl-3,6-dioxopiperazin-2-yl)acetate C(C1=CC=CC=C1)N1[C@H](C(NCC1=O)=O)CC(=O)OC